N6-acetyladenine C(C)(=O)NC1=C2NC=NC2=NC=N1